OC1(C(NC2=CC=CC=C12)=O)C 3-hydroxy-3-methylindolin-2-one